C1(=CC(=CC=C1)NC1=NC(=NC=C1)N)C N4-m-tolylpyrimidine-2,4-diamine